3-benzyl 8-(t-butyl) (1s,2S,5R)-2-((S)-1-hydroxyethyl)-3,8-diazabicyclo[3.2.1]octane-3,8-dicarboxylate O[C@@H](C)[C@@H]1[C@@H]2CC[C@H](CN1C(=O)OCC1=CC=CC=C1)N2C(=O)OC(C)(C)C